5H-PYRROLO[2,3-B]PYRAZINE-7-CARBOXALDEHYDE N1=C2C(=NC=C1)NC=C2C=O